C(#N)CN1CC2=C(CC1)OC(=N2)C=2C(=C(C=CC2)C2=C(C(=CC=C2)C=2OC1=C(N2)C=C(C(=C1)OC(F)F)CN1[C@@H](CCC1)C(=O)O)C)C ((2-(3'-(5-(cyanomethyl)-4,5,6,7-tetrahydrooxazolo[4,5-c]pyridin-2-yl)-2,2'-dimethyl-[1,1'-biphenyl]-3-yl)-6-(difluoromethoxy)benzo[d]oxazol-5-yl)methyl)proline